BrC1=C(C=C(C(=O)NC2=C(C=C(C=C2)Br)C)C=C1)C 4-bromo-N-(4-bromo-2-methylphenyl)-3-methylbenzamide